1-(2-bromo-5-morpholinopyridin-4-yl)-N,N-dimethylmethanamine BrC1=NC=C(C(=C1)CN(C)C)N1CCOCC1